Cl.FC(OC=1C=C(C=CC1)C1=NOC(=N1)C1CC12C(CNCC2)F)F {3-[3-(difluoromethoxy)phenyl]-1,2,4-oxadiazol-5-yl}-4-fluoro-6-azaspiro[2.5]octane hydrochloride